(4-Chlorophenoxy)-1-(imidazol-1-yl)-3,3-dimethyl-2-butanon ClC1=CC=C(OC(C(C(C)(C)C)=O)N2C=NC=C2)C=C1